C(=O)(C=C)CCCCCCCCCCCC[Si](C)(C)C Acryldodecyltrimethylsilane